benzyl ((((di-tert-butoxyphosphoryl)oxy)methoxy)carbonyl)-L-alaninate C(C)(C)(C)OP(=O)(OC(C)(C)C)OCOC(=O)N[C@@H](C)C(=O)OCC1=CC=CC=C1